(S)-quinuclidin-3-yl (6-(2,3,4-trifluorophenyl)-1,2,3,4-tetrahydronaphthalen-1-yl)carbamate FC1=C(C=CC(=C1F)F)C=1C=C2CCCC(C2=CC1)NC(O[C@@H]1CN2CCC1CC2)=O